3,5-bis(3,4-dichlorobenzylidene)-4-piperidone ClC=1C=C(C=C2CNCC(C2=O)=CC2=CC(=C(C=C2)Cl)Cl)C=CC1Cl